OC(C)(CC(CCC)=O)C 2-Hydroxy-2-methylheptan-4-one